ethyl (E)-3-(furan-3-yl)-2-nitroacrylate O1C=C(C=C1)/C=C(\C(=O)OCC)/[N+](=O)[O-]